(S)-6-(4-(4-acryloyl-1-(methylsulfonyl)piperazin-2-yl)-6-chloropyridin-2-yl)-N-methyl-2-(methylthio)pyrimidine-4-carboxamide C(C=C)(=O)N1C[C@@H](N(CC1)S(=O)(=O)C)C1=CC(=NC(=C1)Cl)C1=CC(=NC(=N1)SC)C(=O)NC